{[(2S)-2-amino-3-hydroxypropanoyl]amino}{2-[(5S)-5-(aminomethyl)-4-hydroxy-2-oxo-2,5-dihydro-1H-pyrrol-3-yl]-2-oxoethyl}malonic acid N[C@H](C(=O)NC(C(=O)O)(C(=O)O)CC(=O)C=1C(N[C@H](C1O)CN)=O)CO